C(C)C=1C(NC2=CC(=CN=C2C1)CN1CCN(CC1)C1=CC=C2CC(NC2=C1)=C=O)=O 3-ethyl-7-((4-(2-carbonylindolin-6-yl)piperazin-1-yl)methyl)-1,5-naphthyridin-2(1H)-one